methyl 2-((1S,2R)-2-fluoro-1'-oxo-6'-(1-fluorocyclopropyl)-1'H-spiro[cyclopropane-1,4'-isoquinolin]-2'(3'H)-yl)acetate F[C@@H]1C[C@]12CN(C(C1=CC=C(C=C21)C2(CC2)F)=O)CC(=O)OC